2,7-bis[2-(dimethylamino)-propylcarbonyl]-dibenzofuran dihydrochloride Cl.Cl.CN(C(CC(=O)C1=CC2=C(OC3=C2C=CC(=C3)C(=O)CC(C)N(C)C)C=C1)C)C